1-((E)-4-methoxy-3-(((3S)-1-oxotetrahydrothiophen-3-yl)oxy)styryl)-2,6-dimethylpyridin-4(1H)-one COC1=C(C=C(/C=C/N2C(=CC(C=C2C)=O)C)C=C1)O[C@@H]1CS(CC1)=O